CC1OC=2C(=C(C=3CCN=CC3C2C)C=2SC=CC2)O1 2,4-dimethyl-9-(thiophen-2-yl)-7,8-dihydro-[1,3]dioxolo[4,5-g]isoquinolin